O=C1NC(CCC1N1C(C2=CC=C(C(=C2C1)F)N1CCC(CC1)CN1CCC(CC1)CC1CCN(CC1)C(=O)OC(C)(C)C)=O)=O tert-butyl 4-[[1-[[1-[2-(2,6-dioxo-3-piperidyl)-4-fluoro-1-oxo-isoindolin-5-yl]-4-piperidyl]methyl]-4-piperidyl]methyl]piperidine-1-carboxylate